C(C)(C)(C)OC(=O)N1CCC2(CC2C(N)=O)CC1 carbamoyl-6-azaspiro[2.5]octane-6-carboxylic acid tert-butyl ester